OB1OC2=C(C=C1)C=CC(=C2)NC2=NC=C(C(=N2)N[C@@H]2COCC[C@H]2C#N)C (trans)-3-[[2-[(2-hydroxy-1,2-benzoxaborinin-7-yl)amino]-5-methyl-pyrimidin-4-yl]amino]tetrahydropyran-4-carbonitrile